(S)-6-chloro-2-((5-(5-methyloxazol-2-yl)pyrimidin-2-yl)amino)-2,3-dihydro-1H-indene-4-carbonitrile ClC=1C=C(C=2C[C@H](CC2C1)NC1=NC=C(C=N1)C=1OC(=CN1)C)C#N